C(C)(=O)N1CC(CCC1)C1=NC2=CC=C(C3=C2N1[C@H](CO3)C3=NC=CC=C3)C=3C(=NOC3C)C (4S)-2-(1-acetylpiperidin-3-yl)-7-(3,5-dimethylisoxazol-4-yl)-4-pyridin-2-yl-4,5-dihydroimidazo[1,5,4-de][1,4]benzoxazine